ClC1=C(C=CC(=C1)Cl)C1=NC(=C2N=CN(C2=N1)C1OCCCC1)NCC1=CC=C(C=C1)C=1N(C=C(N1)C(F)(F)F)C 2-(2,4-dichlorophenyl)-N-(4-(1-methyl-4-(trifluoromethyl)-1H-imidazol-2-yl)benzyl)-9-(tetrahydro-2H-pyran-2-yl)-9H-purin-6-amine